IC1=C2C(=NC=C1)NN=C2N 4-iodo-1H-pyrazolo[3,4-b]pyridin-3-amine